(S)-5-(3,4-Dimethylpiperazin-1-yl)-N-(6-(1-methyl-1H-pyrazol-4-yl)pyridin-2-yl)-2-morpholinooxazolo[4,5-b]pyridine-6-carboxamide Hydrochloride Cl.C[C@H]1CN(CCN1C)C1=C(C=C2C(=N1)N=C(O2)N2CCOCC2)C(=O)NC2=NC(=CC=C2)C=2C=NN(C2)C